N-ethyl-2-(5-fluoro-1H-indazol-3-yl)-N-methylethan-1-amine C(C)N(CCC1=NNC2=CC=C(C=C12)F)C